FC1=C(C=CC=C1)C1=CC=C(C=C1)CCCC(=O)NC12CC(C1)(C2)O 4-(2'-fluoro-[1,1'-biphenyl]-4-yl)-N-(3-hydroxybicyclo[1.1.1]pentan-1-yl)butanamide